NC1=NC=CC(=C1Cl)SC1=CN=C(C(=N1)CO)N1CCC2(C(C3(CC3)CC2)N)CC1 (6-((2-amino-3-chloropyridin-4-yl)thio)-3-(4-amino-8-azadispiro-[2.1.55.23]dodecan-8-yl)pyrazin-2-yl)methanol